C(C(C(C(CC)O)O)O)O hexane-1,2,3,4-tetraol